[(2R,3R,4R,5R,6R)-5-acetamido-3,4-diacetoxy-6-[2-(2-hydroxyethoxy)ethoxy]-tetra-hydropyran-2-yl]methyl acetate C(C)(=O)OC[C@H]1O[C@H]([C@@H]([C@H]([C@H]1OC(C)=O)OC(C)=O)NC(C)=O)OCCOCCO